4-(aminomethyl)-6-(6-(trifluoromethoxy)imidazo[1,2-a]pyridin-3-yl)phthalazin-1(2H)-one NCC1=NNC(C2=CC=C(C=C12)C1=CN=C2N1C=C(C=C2)OC(F)(F)F)=O